5'-Iodo-1,1''-dimethyldispiro[indoline-3,2'-benzofuran-3',3''-indoline]-2,2''-dione IC=1C=CC2=C(C1)C1(C(N(C3=CC=CC=C13)C)=O)C1(O2)C(N(C2=CC=CC=C21)C)=O